(methoxy)-2-amino-6-methylnicotinate COC=1C(=NC(=C(C(=O)[O-])C1)N)C